tert-butyl (S)-2-(6-cyano-3-(3-fluoro-4-methoxyphenyl)-8-(6-methylpyridin-3-yl)-4-oxo-3,4-dihydroquinazolin-2-yl)-4-oxopyrrolidine-1-carboxylate C(#N)C=1C=C2C(N(C(=NC2=C(C1)C=1C=NC(=CC1)C)[C@H]1N(CC(C1)=O)C(=O)OC(C)(C)C)C1=CC(=C(C=C1)OC)F)=O